(Z)-7-((1R,2R,3R,5S)-2-((R)-5-phenyl-3-(triisopropylsiloxy)pentyl)-3,5-bis(triisopropylsiloxy)cyclopentyl)hept-5-enoic acid C1(=CC=CC=C1)CC[C@@H](CC[C@@H]1[C@H]([C@H](C[C@H]1O[Si](C(C)C)(C(C)C)C(C)C)O[Si](C(C)C)(C(C)C)C(C)C)C\C=C/CCCC(=O)O)O[Si](C(C)C)(C(C)C)C(C)C